(2,3-dihydro-1H-inden-2-yl)methylamine C1C(CC2=CC=CC=C12)CN